2,2'-(4-methyl-1,4,8,11-tetraazacyclotetradecane-1,8-diyl)diacetic acid CN1CCN(CCCNCCN(CCC1)CC(=O)O)CC(=O)O